(3S)-3-[8-[4-[4-[4-[3-amino-6-(2-hydroxyphenyl)pyridazin-4-yl]-5-fluoro-pyrazol-1-yl]-1-piperidyl]cyclohexyl]-2,3-dihydro-1,4-benzoxazin-4-yl]piperidine-2,6-dione NC=1N=NC(=CC1C=1C=NN(C1F)C1CCN(CC1)C1CCC(CC1)C1=CC=CC=2N(CCOC21)[C@@H]2C(NC(CC2)=O)=O)C2=C(C=CC=C2)O